C(C)(C)(C)OC(=O)N[C@H](C(=O)O)CC=1N=CN(C1)C(C1=CC=CC=C1)(C1=CC=CC=C1)C1=CC=CC=C1 (2S)-2-[(tert-butoxycarbonyl)amino]-3-[1-(triphenylmethyl)imidazol-4-yl]propanoic acid